6-(2-(3-chlorophenyl)-4-methylthiazol-5-yl)-2-((3-(piperidin-1-yl)-1,2,4-oxadiazol-5-yl)methyl)pyridazin-3(2H)-one ClC=1C=C(C=CC1)C=1SC(=C(N1)C)C=1C=CC(N(N1)CC1=NC(=NO1)N1CCCCC1)=O